1-(2-methylpropanoyl)-1,4lambda5-azaphosphinan-4-one CC(C(=O)N1CCP(CC1)=O)C